C(C)N(NC)C(=O)OC(C)(C)C tert-butyl 1-ethyl-2-methylhydrazine-1-carboxylate